CC1=C(C=CC=C1Cl)[N+](=O)[O-] The molecule is a nitrotoluene that is toluene in which the hydrogens ortho- to the methyl group have been replaced by a chlorine and a nitro group. A low-melting (37 ℃) solid. It is a nitrotoluene, a member of monochlorobenzenes and a volatile organic compound.